stearyl-erucamide C(CCCCCCCCCCCCCCCCC)C(C(=O)N)CCCCCCCCCC\C=C/CCCCCCCC